BrC=1C(=NC(=NC1)NC1=C(C=C(C(=C1)OC)N1CCC(CC1)N1CCN(CC1)C)C)NC1=C(C=C(C(=C1)F)F)C(C)(C)O 2-(2-((5-Bromo-2-((5-methoxy-2-methyl-4-(4-(4-methylpiperazin-1-yl)piperidin-1-yl)phenyl)amino)pyrimidin-4-yl)amino)-4,5-difluorophenyl)propan-2-ol